FC1CN(CC1OC1=NN(C=C1[N+](=O)[O-])COCC[Si](C)(C)C)C(=O)OC(C)(C)C tert-butyl 3-fluoro-4-((4-nitro-1-((2-(trimethylsilyl)ethoxy)methyl)-1H-pyrazol-3-yl)oxy)pyrrolidine-1-carboxylate